ClC1=CC(=NC=C1F)CN1CCN(CC1)C1=C(C(=CC(=C1)CC(C)C)F)C=1N=NNN1 1-[(4-chloro-5-fluoro-2-pyridyl)methyl]-4-[3-fluoro-5-isobutyl-2-(2H-tetrazol-5-yl)phenyl]piperazine